3-(5-{[(4-fluorophenyl)amino]methyl}-1,3,4-oxadiazol-2-yl)-2-methoxypyridine FC1=CC=C(C=C1)NCC1=NN=C(O1)C=1C(=NC=CC1)OC